2-(8-([1,1'-biphenyl]-4-yl)dibenzo[b,d]thiophen-3-yl-1,2,4,6,7,9-d6)-4,4,5,5-tetramethyl-1,3,2-dioxaborolane C1(=CC=C(C=C1)C1=C(C(=C2C(C=3C(S2)=C(C(=C(C3[2H])[2H])B3OC(C(O3)(C)C)(C)C)[2H])=C1[2H])[2H])[2H])C1=CC=CC=C1